CN1N=CC2=CC(=CC=C12)OC[C@H]1CN(CC1)C(=O)OC(C)(C)C (R)-tert-butyl 3-(((1-methyl-1H-indazol-5-yl)oxy)methyl)pyrrolidine-1-carboxylate